6-(4-((3',4'-dimethyl-[1,1'-biphenyl]-4-yl)methyl)-2,5-dimethylthiophene-3-carboxamido)spiro[3.3]heptane-2-carboxylic acid CC=1C=C(C=CC1C)C1=CC=C(C=C1)CC=1C(=C(SC1C)C)C(=O)NC1CC2(CC(C2)C(=O)O)C1